bis(ethylsalicyloyl)(2-ethylhexylsalicyloyl)propylsilane C(C)OC=1C(C(=O)[Si](CCC)(C(C=2C(OCC(CCCC)CC)=CC=CC2)=O)C(C=2C(OCC)=CC=CC2)=O)=CC=CC1